1-Methylazetidin-3-yl (8-amino-7-fluoro-6-(4-methyl-5,6,7,8-tetrahydro-1,5-naphthyridin-3-yl)isoquinolin-3-yl)carbamate NC=1C(=C(C=C2C=C(N=CC12)NC(OC1CN(C1)C)=O)C=1C=NC=2CCCNC2C1C)F